NC1=C(C(=O)OC)C=C(C=C1OC)Cl methyl 2-amino-5-chloro-3-methoxy-benzoate